N=1C=CN2C1N=CC(=C2)C=2C=CN1N=C(N=C(C12)OC)NC1CC(C1)(C(=O)NC)C (1r,3r)-3-((5-(imidazo[1,2-a]pyrimidin-6-yl)-4-methoxypyrrolo[2,1-f][1,2,4]triazin-2-yl)amino)-N,1-dimethylcyclobutane-1-carboxamide